C(C)(C)N1CCCN(CCC1)C(C)C 1,5-diisopropyl-1,5-diazacyclooctane